FC(S(=O)(=O)OC1=CC=CC2=CC3=C(OC(OC3)(C)C)C=C12)(F)F 2,2-dimethyl-4H-naphtho[2,3-d][1,3]dioxin-9-yl trifluoromethanesulfonate